2-(3-isocyanatopropyl)-2,5-bis(isocyanatomethyl)-bicycloheptane N(=C=O)CCCC1(C(CCC(CC1)CN=C=O)C1CCCCCC1)CN=C=O